2-(2-iminoimidazolidin-1-yl)acetic acid N=C1N(CCN1)CC(=O)O